3-(4-(hydroxymethyl)thiazol-2-yl)tetrahydrofuran-3-ol OCC=1N=C(SC1)C1(COCC1)O